propylene glycol tert-butyl ether C(C)(C)(C)OCC(C)O